1-{5-[7-chloro-2-(pyrazol-1-yl)-1,6-naphthyridin-3-yl]-4-methylpyridin-2-yl}propan-1-one ClC1=NC=C2C=C(C(=NC2=C1)N1N=CC=C1)C=1C(=CC(=NC1)C(CC)=O)C